5-(3-(1,3-dioxolan-2-yl)-4-((4-methoxybenzyl)oxy)phenyl)-N-(2-methoxy-4-(4-(4-methylpiperazin-1-yl)piperidin-1-yl)phenyl)-4-phenylpyrimidin-2-amine O1C(OCC1)C=1C=C(C=CC1OCC1=CC=C(C=C1)OC)C=1C(=NC(=NC1)NC1=C(C=C(C=C1)N1CCC(CC1)N1CCN(CC1)C)OC)C1=CC=CC=C1